6-(benzyloxy)-3-(7-fluoro-1-methyl-6-(piperidin-4-yl)-1H-indazol-3-yl)pyridin-2-ol C(C1=CC=CC=C1)OC1=CC=C(C(=N1)O)C1=NN(C2=C(C(=CC=C12)C1CCNCC1)F)C